C(C)(C)(C)OC(=O)N1CCN(CC1)C1=CC=C(OCC2=NN(C(=C2C=2C=CC=C3C(=C(NC23)C(=O)OCC)CCCOC2=CC=CC3=CC=CC=C23)CCCCCCO)C)C=C1 ethyl 7-[3-({4-[4-(tert-butoxycarbonyl) piperazin-1-yl]phenoxy}methyl)-5-(6-hydroxyhexyl)-1-methyl-1H-pyrazol-4-yl]-3-[3-(naphthalen-1-yloxy)propyl]-1H-indole-2-carboxylate